Cl.C12CC(CC(CC1)N2)CCOC2=C(C=C(C=C2)N2C1(CCC1)C(N(C2=S)C=2C=C(C(=NC2)C#N)C(F)(F)F)=O)CC 5-(5-(4-(2-(8-azabicyclo[3.2.1]oct-3-yl)ethoxy)-3-ethylphenyl)-8-oxo-6-thioxo-5,7-diazaspiro[3.4]oct-7-yl)-3-(trifluoromethyl)pyridinecarbonitrile hydrochloride